(1R,2S,5S)-N-[cyano-(3-ethynylthieno[2,3-c]pyridin-4-yl)methyl]-3-[(2S)-3,3-dimethyl-2-[(2,2,2-trifluoroacetyl)amino]butanoyl]-6,6-dimethyl-3-azabicyclo[3.1.0]hexane-2-carboxamide C(#N)C(NC(=O)[C@@H]1[C@H]2C([C@H]2CN1C([C@H](C(C)(C)C)NC(C(F)(F)F)=O)=O)(C)C)C1=C2C(=CN=C1)SC=C2C#C